2-(4-bromophenyl)-6-chloroquinazoline BrC1=CC=C(C=C1)C1=NC2=CC=C(C=C2C=N1)Cl